C12C(C(CCC1)[Si](C1=CC=C(C=C1)C)(C1C3C(CCC1)O3)C3C1C(CCC3)O1)O2 tris-(3-epoxycyclohexyl)p-tolylsilane